FC1=C(N=C(C2=C1N=C(N=C2C2C[C@@H](CCC2)O)SC)C)C2=CC(=CC1=CC=C(C(=C21)C#C[Si](C(C)C)(C(C)C)C(C)C)F)OCOC (1R)-3-(8-fluoro-7-(7-fluoro-3-(methoxymethoxy)-8-(triisopropylsilylethynyl)naphthalene-1-yl)-5-Methyl-2-(methylthio)pyrido[4,3-d]pyrimidin-4-yl)cyclohexan-1-ol